N-[(1S)-1-cyano-2-[(3R)-5,5-dimethyl-2-oxo-pyrrolidin-3-yl]ethyl]-6-(4-methoxy-1H-indole-2-carbonyl)-6-azaspiro[3.4]octane-7-carboxamide C(#N)[C@H](C[C@H]1C(NC(C1)(C)C)=O)NC(=O)C1N(CC2(CCC2)C1)C(=O)C=1NC2=CC=CC(=C2C1)OC